C(CCCCCCCCCCC)N(CCCNC1=NC(=NC(=N1)NCCCN(CCCCCCCCCCCC)CCCCCCCCCCCC)NCCCCO)CCCCCCCCCCCC 4-((4,6-bis((3-(didodecylamino)propyl)amino)-1,3,5-triazin-2-yl)amino)butan-1-ol